4-cyano-N-(4-(1-methyl-1H-pyrazol-4-yl)phenyl)morpholine-2-carboxamide tris-(2,2,6,6-tetramethylpiperidyl)-nitrilotriacetate CC1(N(C(CCC1)(C)C)C(C(=O)O)N(C(C(=O)O)N1C(CCCC1(C)C)(C)C)C(C(=O)O)N1C(CCCC1(C)C)(C)C)C.C(#N)N1CC(OCC1)C(=O)NC1=CC=C(C=C1)C=1C=NN(C1)C